3-((dimethylamino)methylene)-1-(tert-pentyl)piperidine-2,4-dione CN(C)C=C1C(N(CCC1=O)C(C)(C)CC)=O